ClC=1C=C(C=CC1C(NC1CC(C1)NC(=O)C1NC[C@@H](C1)O)=O)NC(=O)C=1N(C(=CN1)C1=C(C(=C(C=C1)OC)F)F)C N-[3-chloro-4-[[3-[[(4R)-4-hydroxypyrrolidine-2-carbonyl]amino]cyclobutyl]carbamoyl]phenyl]-5-(2,3-difluoro-4-methoxy-phenyl)-1-methylimidazole-2-carboxamide